1-bromo-3-chloro-benzo[b]naphtho[2,3-d]furan BrC1=CC(=CC=2OC3=C(C21)C=C2C=CC=CC2=C3)Cl